N[C@@H]1C2=CC(=CC=C2CC12CCN(CC2)C=2N=CC(=NC2)SC=2C(=C1C(NC=NC1=CC2)=O)Cl)OC (S)-6-((5-(1-Amino-6-methoxy-1,3-dihydrospiro[indene-2,4'-piperidin]-1'-yl)pyrazin-2-yl)thio)-5-chloroquinazoline-4(3H)-one